5-chloro-2-[(3,3-difluoro-1-methanesulfonylpiperidin-4-yl)amino]-7-(1-ethylcyclobutyl)pyrrolo[2,1-f][1,2,4]triazine-6-carbonitrile ClC=1C(=C(N2N=C(N=CC21)NC2C(CN(CC2)S(=O)(=O)C)(F)F)C2(CCC2)CC)C#N